C(#N)C1=C(C=C(C(=C1)I)O)C(C(=O)O)C 2-(2-cyano-5-hydroxy-4-iodophenyl)propionic acid